2-[4-[4-(4,4-Dimethylpiperidin-1-yl)benzoyl]piperazin-1-yl]-3H-quinazolin-4-one CC1(CCN(CC1)C1=CC=C(C(=O)N2CCN(CC2)C2=NC3=CC=CC=C3C(N2)=O)C=C1)C